C(C1=CC=CC=C1)N1N=C(C2=CC=CC=C12)OCCCN(C)C 1-benzyl-3-[3-(dimethylamino)propoxy]-1H-indazole